tert-butyl 1-(3-(2,4-dioxotetrahydropyrimidin-1(2H)-yl)-4-methoxybenzoyl)piperidine-4-carboxylate O=C1N(CCC(N1)=O)C=1C=C(C(=O)N2CCC(CC2)C(=O)OC(C)(C)C)C=CC1OC